ClC=1C=CC(=C(C1)N1CON(CO1)C(C(=O)OC(C)(C)C)CC1=CC=CC=C1)N1N=NC=C1 Tert-butyl 2-(4-(5-chloro-2-(1H-1,2,3-triazol-1-yl) phenyl)-2,5-dioxapiperazin-1-yl)-3-phenylpropionate